N-(2-oxo-1,2-dihydropyridin-4-yl)-2-(o-tolyloxy)-5-(trifluoromethyl)benzamide O=C1NC=CC(=C1)NC(C1=C(C=CC(=C1)C(F)(F)F)OC1=C(C=CC=C1)C)=O